(3-chloro-4-methylphenyl)methanol ClC=1C=C(C=CC1C)CO